3-(((8-fluoro-7-(8-fluoronaphthalen-1-yl)-2-((hexahydro-1H-pyrrolizin-7a-yl)methoxy)pyrido[4,3-d]pyrimidin-4-yl)amino)methyl)pyrrolidine-2,5-dione FC1=C(N=CC2=C1N=C(N=C2NCC2C(NC(C2)=O)=O)OCC21CCCN1CCC2)C2=CC=CC1=CC=CC(=C21)F